C1=C2C(N3C(NC2=CC=C1)=CC1=CC=CC=C13)=O indolo[2,1-b]quinazolin-12-one